NC(C(=O)O)CC1=CC=C(C=C1)C=1C=NN(C1)CC 2-amino-3-(4-(1-ethyl-1H-pyrazol-4-yl)phenyl)propanoic acid